(e)-2,7-dimethyl-4-phenylocta-2,6-dienal C/C(/C=O)=C\C(CC=C(C)C)C1=CC=CC=C1